6-[(6-methylpyridin-2-yl)oxy]-1,2,3,4-tetrahydronaphthalen-1-one CC1=CC=CC(=N1)OC=1C=C2CCCC(C2=CC1)=O